N1-((S)-5-methyl-7-((1-methylazetidin-3-yl)ethynyl)-4-oxo-2,3,4,5-tetrahydrobenzo[b][1,4]oxazepin-3-yl)-N2-((R)-1-phenylethyl)oxalamide CN1C2=C(OC[C@@H](C1=O)NC(C(=O)N[C@H](C)C1=CC=CC=C1)=O)C=CC(=C2)C#CC2CN(C2)C